3-(6-amino-1-(4-amino-2,6-difluorobenzyl)-1H-pyrazolo[3,4-d]pyrimidine-4-yl)benzonitrile NC1=NC(=C2C(=N1)N(N=C2)CC2=C(C=C(C=C2F)N)F)C=2C=C(C#N)C=CC2